C(#N)/C(/C(=O)NC1=CC=C(C=C1)C(F)(F)F)=C(\C1=C(C=NO1)C)/O (Z)-2-cyano-3-hydroxy-3-(4-methylisoxazol-5-yl)-N-(4-(trifluoromethyl)phenyl)acrylamide